(R)-5-(2-benzyl-4-((1-methyl-1H-pyrazol-4-yl)sulfonyl)piperazin-1-yl)-1-(4-fluorophenyl)-1H-indazole C(C1=CC=CC=C1)[C@H]1N(CCN(C1)S(=O)(=O)C=1C=NN(C1)C)C=1C=C2C=NN(C2=CC1)C1=CC=C(C=C1)F